2-(4-chlorobenzyl)-N-(4-methoxyphenyl)-8-methyl-4,5-dihydro-2H-furo[2,3-g]indazole-7-carboxamide ClC1=CC=C(CN2N=C3C4=C(CCC3=C2)OC(=C4C)C(=O)NC4=CC=C(C=C4)OC)C=C1